Cl.N[C@@H](CC(=O)O)CN1N=C(N=N1)C1=CC(=C(C=C1)OCCC1=CC=C(C=C1)F)F (S)-3-amino-4-(5-(3-fluoro-4-(4-fluorophenylethoxy)phenyl)-2H-tetrazol-2-yl)butanoic acid hydrochloride